CC1=CC=C2C(=N1)NN=C2N 6-methyl-1H-pyrazolo[3,4-B]pyridine-3-amine